OCC[C@H]1N(CC2=C1C(=NC(=C2)C(=O)NCC(F)(F)F)C2=CC=CC=C2)C(=O)NC(C)C (R)-3-(2-hydroxyethyl)-N2-isopropyl-4-phenyl-N6-(2,2,2-trifluoroethyl)-1,3-dihydro-2H-pyrrolo[3,4-c]pyridine-2,6-dicarboxamide